dimethyl-2-hydroxyethyl-2,3-dioleoyl-propylammonium bromide [Br-].C[N+](CC(CC(CCCCCCC\C=C/CCCCCCCC)=O)C(CCCCCCC\C=C/CCCCCCCC)=O)(CCO)C